tert-butyl (3-((3-methyl-6-((1-methyl-1H-pyrazol-4-yl)amino)pyrazin-2-yl)oxy)phenyl)carbamate CC=1C(=NC(=CN1)NC=1C=NN(C1)C)OC=1C=C(C=CC1)NC(OC(C)(C)C)=O